5-((5-isopropyl-2-(isopropylamino)pyridin-4-yl)oxy)pyrimidine-2,4-diamine C(C)(C)C=1C(=CC(=NC1)NC(C)C)OC=1C(=NC(=NC1)N)N